NC1=NNC(C2=C1N(N=C2CC2CC2)C2=CC=C(CNC(C1=C(C=CC(=C1)F)OC)=O)C=C2)=O N-(4-(7-amino-3-(cyclopropylmethyl)-4-oxo-4,5-dihydro-1H-pyrazolo[3,4-d]pyridazin-1-yl)benzyl)-5-fluoro-2-methoxybenzamide